C1(CC1)C[C@H](NC([C@@H](COC)NC(=O)C1=NC=CN=C1)=O)B(O)O ((R)-2-cyclopropyl-1-((R)-3-methoxy-2-(pyrazine-2-carboxamido)propanamido)ethyl)boronic acid